C(C)(C)(C)C1=C(C(=C2C=C(C(C2=C1)[Si](C)(C)Cl)C)[C-]1C=CC=C1)OC.[CH-]1C=CC=C1.[Fe+2] (6-tert-butyl-4-ferrocenyl-5-methoxy-2-methyl-1H-inden-1-yl)chlorodimethylsilane